(2R,6S)-6-(((R)-tert-butylsulfinyl)amino)-6-(4-chloropyridin-2-yl)-2-methylhexanoic acid benzyl ester C(C1=CC=CC=C1)OC([C@@H](CCC[C@@H](C1=NC=CC(=C1)Cl)N[S@](=O)C(C)(C)C)C)=O